3-(5-(difluoromethyl)-4-((4-methoxybenzyl)oxy)pyrimidin-2-yl)cyclopent-2-en-1-one FC(C=1C(=NC(=NC1)C1=CC(CC1)=O)OCC1=CC=C(C=C1)OC)F